1-(2,2-dimethoxyethyl)-4-(4-(4,4,5,5-tetramethyl-1,3,2-dioxaborolan-2-yl)phenyl)-1,2,3,6-tetrahydropyridine COC(CN1CCC(=CC1)C1=CC=C(C=C1)B1OC(C(O1)(C)C)(C)C)OC